C(C)(C)C([C@H](N)C(=O)O)O β-isopropylserine